FC=1C(=NC(=NC1)NC1=CC=C(C=C1)OCCOC)NC1=C(C(=O)NN)C=CC=C1 2-((5-fluoro-2-((4-(2-methoxyethoxy)phenyl)amino)pyrimidin-4-yl)amino)benzoyl-hydrazine